[K+].C[C@@H]1N(CCC1)C(=O)C=1N=C(SC1)C(=O)[O-] (S)-4-(2-methylpyrrolidine-1-carbonyl)thiazole-2-carboxylic acid potassium salt